3-Cyclobutyl-6-(5-(7-ethyl-7H-imidazo[4,5-c]pyridazin-4-yl)-2-fluorophenyl)-5-methoxybenzo[d]oxazol-2(3H)-one C1(CCC1)N1C(OC2=C1C=C(C(=C2)C2=C(C=CC(=C2)C=2C1=C(N=NC2)N(C=N1)CC)F)OC)=O